7-oxo-1,6-diazabicyclo[3.2.1]oct-6-yl sulfate S(=O)(=O)(ON1C2CCCN(C1=O)C2)[O-]